C(C(C)C)[Si](OC=1C=C(C=CC1)Br)(CC(C)C)CC(C)C 3-(triisobutylsilyloxy)bromobenzene